1-(2-{3-[(2-dimethylamino-ethyl)-methyl-amino]-anilino}-pyrimidin-4-yl)-1H-indole-3-carboxamide CN(CCN(C=1C=C(NC2=NC=CC(=N2)N2C=C(C3=CC=CC=C23)C(=O)N)C=CC1)C)C